FC1=C(C=CC(=C1OCC1=CC=C(C=C1)OC)F)C=NO ({2,4-Difluoro-3-[(4-methoxyphenyl)methoxy]phenyl}methylene)hydroxylamine